FC1=C(C=C(C#N)C=C1)COCCOC 4-fluoro-3-((2-methoxyethoxy)methyl)benzonitrile